((S)-bromopyridin-2-yl)-2-azabicyclo[3.1.0]hexane-3-carboxamide BrC=1C(=NC=CC1)C12NC(CC2C1)C(=O)N